1,3-dimethoxyimidazolium CON1C=[N+](C=C1)OC